OC1=C(C=C(CNC=O)C=C1)OC N-(4-hydroxy-3-methoxybenzyl)carboxamide